OCC(=O)SCCNC(CCNC([C@@H](C(COP(OP(OC[C@@H]1[C@H]([C@H]([C@@H](O1)N1C=NC=2C(N)=NC=NC12)O)OP(=O)(O)O)(=O)O)(=O)O)(C)C)O)=O)=O hydroxyacetyl-coenzyme A